C1(=CC=CC=C1)C1(CCNCC1)NS(=O)(=O)C1=CC=C(C=C1)OC(F)(F)F N-(4-phenyl-4-piperidinyl)-4-(trifluoromethoxy)benzenesulfonamide